C(C([2H])([2H])[2H])(N1CCN(CC1)C1=CC(=C2C(=N1)CCCCCC2)C2=CC=C(C=C2)F)([2H])[2H] 2-(4-(ethyl-d5)piperazin-1-yl)-4-(4-fluorophenyl)-5,6,7,8,9,10-hexahydrocycloocta[b]pyridine